S1SC(C=C1)C(=O)O.C(CCC)NCCCC dibutylamine Dithiolate